C(C)(C)(C)OC(=O)N1CC2(C1)CC(C2)=CC2=NC=C(C=C2)SC(F)(F)F 6-[[5-(trifluoromethylsulfanyl)-2-pyridinyl]methylene]-2-azaspiro[3.3]heptane-2-carboxylic acid tert-butyl ester